C(CCCCCC)C1C(CCC1)COCCC1=CC=CC=C1 (2-((2-heptylcyclopentyl)methoxy)ethyl)benzene